6-bromo-3-methylindolin-2-one BrC1=CC=C2C(C(NC2=C1)=O)C